fluorenyl-methoxycarbonyl-O-benzyl-L-tyrosine C1(=CC=CC=2C3=CC=CC=C3CC12)N([C@@H](CC1=CC=C(C=C1)OCC1=CC=CC=C1)C(=O)O)C(=O)OC